S(=O)(=O)(C1=CC=C(C)C=C1)N1C(C2(C3=CC=CC=C13)OCCC2)C(F)(F)F 1'-tosyl-2'-(trifluoromethyl)-4,5-dihydro-3H-spiro[furan-2,3'-indoline]